COC1=C(C=CC=C1)C(C=O)C 2-methoxyphenylpropanal